1,3,4-thiadiazol-2-yl-phenyl-4-methoxybenzenesulfonate S1C(=NN=C1)C=1C(=C(C=CC1OC)S(=O)(=O)[O-])C1=CC=CC=C1